CN(C)C N,N,N-trimethyl-amine